C[NH+](CCCCCCCCCCCCCCCCCCCCCC)CCCCCCCCCCCCCCCCCCCCCC methyldibehenyl-ammonium